C(C)(C)N1OC(C2C1C(CC(C2)(C)C2=CC=C(C=C2)OC)C)(C)C 1-isopropyl-5-(4-methoxyphenyl)-3,3,5,7-tetramethyl-octahydrobenzo[c]isoxazole